BrC1=C(C=C)C=CC=C1 (Z)-2-bromo-styrene